C[C@@H]([C@@H](C(=O)O)NC(CC[C@@H](C)[C@H]1CC[C@H]2[C@@H]3[C@@H](C[C@@H]4C[C@@H](CC[C@@]4([C@H]3C[C@@H]([C@]12C)O)C)O)O)=O)CC (2S,3R)-3-methyl-2-((R)-4-((3R,5S,7R,8R,9S,10S,12S,13R,14S,17R)-3,7,12-trihydroxy-10,13-dimethyl-hexadecahydro-1H-cyclopenta[a]phenanthren-17-yl)pentanamido)pentanoic acid